4-(7-(8-ethyl-7-fluoro-3-(methoxymethoxy)naphthalene-1-yl)-2,6,8-trifluoroquinazolin-4-yl)-6-methyl-1,4-oxaazepan-6-ol C(C)C=1C(=CC=C2C=C(C=C(C12)C1=C(C=C2C(=NC(=NC2=C1F)F)N1CCOCC(C1)(O)C)F)OCOC)F